CN1C(N[C@H](C1)C(=O)OCC1=CC=CC=C1)=O benzyl (4R)-1-methyl-2-oxo-imidazolidine-4-carboxylate